COC=1C=C(C=CC1OC)C=1NC2=CC(=C(C=C2C1C(C)C)C1CCNCC1)C 2-(3,4-dimethoxyphenyl)-3-isopropyl-6-methyl-5-(piperidin-4-yl)-1H-indole